CC1=CC(=NN1C=1C=C2C=CN(C2=CC1)CC1=CC=C(C=C1)N1CCNCC1)C(=O)N 5-methyl-1-(1-(4-(piperazin-1-yl)benzyl)-1H-indol-5-yl)-1H-pyrazole-3-carboxamide